3,5-dibromo-1-[3-(methoxymethyl)phenyl]pyrazole BrC1=NN(C(=C1)Br)C1=CC(=CC=C1)COC